C(CC(C)C)NC1=NC(=NC=C1C(=O)N)NC=1C=NN(C1)C 4-(isopentylamino)-2-((1-methyl-1H-pyrazol-4-yl)amino)pyrimidin-5-carboxamide